NC1=NC2(N(C(=N1)N)C1=CC(=CC=C1)Br)CCC(CC2)C(=O)OC methyl 2,4-diamino-5-(3-bromophenyl)-1,3,5-triazaspiro[5.5]undecane-1,3-diene-9-carboxylate